NC=1C2=C(N=CN1)N(C=C2C2=C(C=C(C=C2)C2OCCN1C2=C(C(N1C1=CC=CC=C1)=O)C(=O)N)F)C1COCC1 (4-(4-amino-7-(tetrahydrofuran-3-yl)-7H-pyrrolo[2,3-d]pyrimidin-5-yl)-3-fluorophenyl)-2-oxo-1-phenyl-2,4,6,7-tetrahydro-1H-pyrazolo[5,1-c][1,4]oxazine-3-carboxamide